Oxaetane O1CCC1